CC1(CC=C(C1=O)OS(=O)(=O)C(F)(F)F)C.NC1=CC(=C(C(=C1)C(C)(C)C)OC)C(C)(C)C 4-amino-2,6-di-tert-butyl-anisole 4,4-dimethyl-5-oxocyclopent-1-en-1-yl-triflate